4-Butoxy-3-methoxybenzoic acid ethyl ester C(C)OC(C1=CC(=C(C=C1)OCCCC)OC)=O